4-aminopyrrolidine-1,2-dicarboxylic acid 2-benzyl 1-tert-butyl ester C(C)(C)(C)OC(=O)N1C(CC(C1)N)C(=O)OCC1=CC=CC=C1